2-Heptylquinoline C(CCCCCC)C1=NC2=CC=CC=C2C=C1